2-[3-(benzyloxy)-2-(1,3-dioxolan-2-yl)phenyl]ethynyltrimethylsilane C(C1=CC=CC=C1)OC=1C(=C(C=CC1)C#C[Si](C)(C)C)C1OCCO1